O=C1NC(CCC1N1C(C2=CC=C(C=C2C1=O)N1CCC(CC1)CN1C[C@H](CC1)CN1[C@H](CN(CC1)C(=O)OCC1=CC=CC=C1)C)=O)=O benzyl (3S)-4-[[(3S)-1-[[1-[2-(2,6-dioxo-3-piperidinyl)-1,3-dioxo-isoindol-5-yl]-4-piperidinyl] methyl] pyrrolidin-3-yl] methyl]-3-methyl-piperazine-1-carboxylate